C(C)(C)(C)OC(=O)N[C@H](C(=O)OC)CC1=C(C=C(C=C1)O[Si](C)(C)C(C)(C)C)Cl methyl (S)-2-((tert-butoxycarbonyl)amino)-3-(4-((tert-butyldimethylsilyl)oxy)-2-chlorophenyl)propanoate